NC1=NC=2C3=C(C(CC2C=N1)(C)C)C(=NN3)C(=O)NC=3SC=C(N3)CC(=O)N3CCN(CC3)C3CCCCC3 8-amino-N-{4-[2-(4-cyclohexylpiperazin-1-yl)-2-oxoethyl]-1,3-thiazol-2-yl}-4,4-dimethyl-4,5-dihydro-1H-pyrazolo[4,3-H]quinazoline-3-carboxamide